CC(COC1=CC=CC=C1)C(C)C phenyl 2,3-dimethyl-butyl ether